O[C@@H](CN1N=C(C=C1)N\C(\C)=C\1/C(NC2=CN=C(C=C21)C=2C=NC=CC2C)=O)C (R,Z)-3-(1-((1-(2-Hydroxypropyl)-1H-pyrazol-3-yl)amino)ethylidene)-5-(4-methylpyridin-3-yl)-1H-pyrrolo[2,3-c]pyridin-2(3H)-one